CC(C(C(OOC(O)(O)C)(C)C)(C)C)CCCCC hexamethyl-dioxa-undecanediol